CN1CCC(CC1)NCC1(CC1)C(F)(F)F methyl-N-{[1-(trifluoromethyl)cyclopropyl]methyl}piperidin-4-amine